N=[Fe]NC1=CC=CC=C1 imino-anilinoiron